CN(C=1C2=C(N=CN1)NC(=C2)C2=CC=C(C(=O)OC)C=C2)CC2CCOCC2 Methyl 4-(4-(methyl((tetrahydro-2H-pyran-4-yl)methyl)amino)-7H-pyrrolo[2,3-d]pyrimidin-6-yl)benzoate